5-bromo-2-(methoxymethyl)-1-methyl-6-(trifluoromethyl)-1H-benzo[d]imidazole-4-carboxylic acid BrC1=C(C2=C(N(C(=N2)COC)C)C=C1C(F)(F)F)C(=O)O